(3S*,4R*)-4-(1-benzyl-6-fluoroindolin-5-yl)-2-oxopyrrolidine-3-carboxylic acid C(C1=CC=CC=C1)N1CCC2=CC(=C(C=C12)F)[C@H]1[C@@H](C(NC1)=O)C(=O)O |o1:17,18|